ClC=1C(=CC(=NC1)N1[C@H]([C@H](C[C@H]1C)NS(=O)(=O)N(C)C)CO[C@@H]1CC[C@@H](CC1)C1=CC(=CC=C1)F)O N'-((2R,3S,5R)-1-(5-chloro-4-hydroxypyridin-2-yl)-2-((((CIS)-4-(3-fluorophenyl)cyclohexyl)oxy)methyl)-5-methylpyrrolidin-3-yl)-N,N-dimethyl-sulfamide